N-(3-(2-(3-amino-4H-1,2,4-triazol-4-yl)-8,9-dihydroimidazo[1',2':1,6]pyrido[2,3-d]pyrimidin-6-yl)-4-methylphenyl)-4-(trifluoromethyl)picolinamide NC1=NN=CN1C=1N=CC2=C(N1)N1C(C(=C2)C=2C=C(C=CC2C)NC(C2=NC=CC(=C2)C(F)(F)F)=O)=NCC1